2-(7-chloroimidazo[1,5-a]pyridin-1-yl)-N-(4-(((6-cyclopropylimidazo[1,2-a]pyridin-2-yl)methyl)amino)pyridin-2-yl)acetamide formic acid salt C(=O)O.ClC1=CC=2N(C=C1)C=NC2CC(=O)NC2=NC=CC(=C2)NCC=2N=C1N(C=C(C=C1)C1CC1)C2